1-isocyanato-2-methylcyclopropane N(=C=O)C1C(C1)C